C(C1=CC=CC=C1)C=1C=C(C(NN1)=O)O 6-benzyl-4-hydroxypyridazin-3(2H)-one